N-(2-chloro-6-methoxybenzyl)-2-(2-((3-methyl-1H-pyrazol-5-yl)amino)-5,6-dihydro-1,7-naphthyridin-7(8H)-yl)-2-oxoacetamide ClC1=C(CNC(C(=O)N2CCC=3C=CC(=NC3C2)NC2=CC(=NN2)C)=O)C(=CC=C1)OC